N-((1R,3R)-3-aminocyclopentyl)-6-((6-(2-fluoro-6-methoxyphenyl)-5-nitropyridin-2-yl)amino)-4-((S)-3-hydroxypiperidin-1-yl)nicotinamide N[C@H]1C[C@@H](CC1)NC(C1=CN=C(C=C1N1C[C@H](CCC1)O)NC1=NC(=C(C=C1)[N+](=O)[O-])C1=C(C=CC=C1OC)F)=O